ClC1=CC=C(C=C1)[C@@H](C(=O)N[C@H](C(=O)N[C@H](CCC(=O)O)C(=O)O)C(C)(C)C)C(C)C ((S)-2-((S)-2-(4-chlorophenyl)-3-methylbutanamido)-3,3-dimethylbutanoyl)-D-glutamic acid